OC(/C=C/[C@H]1CC[C@H]2[C@@H]1CCC1=C(O2)C=C(C=C1)C(=O)O)COC1=CC=CC=C1 (1R,3aS,10aR)-1-[(1E,3ξ)-3-hydroxy-4-phenoxy-1-buten-1-yl]-2,3,3a,9,10,10a-hexahydro-1H-benzo[b]cyclopenta[f]oxepin-6-carboxylic acid